(S)-N-((1R,2R)-1-(4-(2-(azetidin-1-yl)ethoxy)-3-chlorophenyl)-1-hydroxy-3-(pyrrolidin-1-yl)propan-2-yl)-1-(4-chlorophenyl)pyrrolidine-3-carboxamide N1(CCC1)CCOC1=C(C=C(C=C1)[C@H]([C@@H](CN1CCCC1)NC(=O)[C@@H]1CN(CC1)C1=CC=C(C=C1)Cl)O)Cl